C(C1=CC=CC=C1)O[C@H]1[C@H](N(C[C@@H]1OCC1=CC=CC=C1)C(=O)OCC1=CC=CC=C1)CC1=CC=C(C=C1)C(F)(F)F benzyl (2R,3S,4S)-3,4-bis(benzyloxy)-2-{[4-(trifluoromethyl)phenyl]methyl}pyrrolidine-1-carboxylate